2-Amino-9-((2R,3S,4S,5R)-4-fluoro-3-hydroxy-5-(hydroxymethyl)tetrahydrofuran-2-yl)-7-(thiophen-3-ylmethyl)-7,9-dihydro-8H-purin-8-on NC1=NC=C2N(C(N(C2=N1)[C@@H]1O[C@@H]([C@H]([C@H]1O)F)CO)=O)CC1=CSC=C1